(3R,4R)-1-(1-((5-chloro-2-pyrimidinyl)methyl)-5,7-difluoro-1H-benzimidazol-2-yl)-4-fluoro-3-piperidinamine ClC=1C=NC(=NC1)CN1C(=NC2=C1C(=CC(=C2)F)F)N2C[C@H]([C@@H](CC2)F)N